5-(tert-butyl)-11-(difluoromethoxy)-1-(2,4-dimethoxybenzyl)-9-methoxy-2-oxo-1,2,5,6-tetrahydropyrido[2',1':2,3]imidazo[4,5-h]quinoline-3-carboxylate C(C)(C)(C)C1C=2C=C(C(N(C2C2=C(C1)N1C(=N2)C(=CC(=C1)OC)OC(F)F)CC1=C(C=C(C=C1)OC)OC)=O)C(=O)[O-]